FC1=C(C(=CC=C1)C)N1CCC(CC1)N1C(N(C=2C(C1)=CN(N2)CC(C)O)CC2=C(C=CC=C2)C(F)(F)F)=O 5-[1-(2-fluoro-6-methyl-phenyl)-piperidin-4-yl]-2-(2-hydroxy-propyl)-7-(2-trifluoromethyl-benzyl)-2,4,5,7-tetrahydro-pyrazolo[3,4-d]pyrimidin-6-one